C(C1=CC=CC=C1)NC=1C(=C(C=C(C1)Cl)C1=NN(C=C1C(=O)N)C(C)C)F 3-(3-(benzylamino)-5-chloro-2-fluorophenyl)-1-isopropyl-1H-pyrazole-4-formamide